4-hydroxy-N-((8-methyl-1,2,3,5,6,7-hexahydro-s-indacen-4-yl)carbamoyl)-4,5,6,7-tetrahydrobenzofuran-2-sulfonamide OC1CCCC2=C1C=C(O2)S(=O)(=O)NC(NC2=C1CCCC1=C(C=1CCCC21)C)=O